C(C=C)C=1C(=C(\C=N\NC(CN2CCN(CC2)CC2=CC=CC=C2)=O)C=CC1)O (E)-N'-(3-allyl-2-hydroxybenzylidene)-2-(4-benzyl-piperazine-1-yl)acethydrazide